2-(6-(2-(2,6-dichlorobenzyl)-2H-tetrazol-5-yl)pyridin-2-yl)-2-hydroxypropane-1-sulfonamide ClC1=C(CN2N=C(N=N2)C2=CC=CC(=N2)C(CS(=O)(=O)N)(C)O)C(=CC=C1)Cl